4-(chloroacetyl)-thiomorpholine ClCC(=O)N1CCSCC1